L-3,4-dihydroxymandelic acid OC=1C=C([C@@H](C(=O)O)O)C=CC1O